(1S,3R)-N1-(6-chloro-2-(trifluoromethyl)quinolin-4-yl)-N3-(1-methyl-1H-pyrazolo[4,3-C]pyridin-4-yl)cyclohexane-1,3-diamine ClC=1C=C2C(=CC(=NC2=CC1)C(F)(F)F)N[C@@H]1C[C@@H](CCC1)NC1=NC=CC2=C1C=NN2C